(1R)-2,2-difluoro-N-(7-{6-[(S)-1-hydroxypropyl]-4-methylpyridin-3-yl}isoquinolin-3-yl)cyclopropane-1-carboxamide FC1([C@H](C1)C(=O)NC=1N=CC2=CC(=CC=C2C1)C=1C=NC(=CC1C)[C@H](CC)O)F